3-((3-chloro-4-((6,7-dimethoxyquinolin-4-yl)oxy)phenyl)amino)-N-cyclohexyl-1-methyl-1H-pyrazole-4-carboxamide ClC=1C=C(C=CC1OC1=CC=NC2=CC(=C(C=C12)OC)OC)NC1=NN(C=C1C(=O)NC1CCCCC1)C